CCCCCCCCCC(C)CCCC(=O)C1=C(C(N(C1=O)C)C)O The molecule is a member of the class of pyrrolidin-2-ones that is 1,5-dimethylpyrrolidine-2,4-dione substituted by a 1-hydroxy-5-methyltetradecylidene moiety at position 3. Isolated from the marine sponge Melophlus sarasinorum and other species of genus Melophlus, it exhibits cytotoxicity against murine leukemia cell line. It has a role as a metabolite and an antineoplastic agent. It is an enol and a member of pyrrolidin-2-ones.